[Si](C)(C)(C(C)(C)C)OCC[C@@H]1[C@](C1)(C1=C(C=CC(=C1)F)F)NC(OCC1=CC=CC=C1)=O Benzyl ((1R,2R)-2-(2-((tert-butyldimethylsilyl)oxy)ethyl)-1-(2,5-difluorophenyl)cyclopropyl)carbamate